C[C@H](C=C[C@@](C=C)(C(C)C)O)[C@H]1CC[C@@H]2[C@@]1(CC[C@H]3[C@H]2CCC4[C@@]3(CCCC4)C)C 24-stigmastadienol